C1(=CC=CC=2C3=CC=CC=C3C=CC12)B(O)O phenanthreneboronic acid